C(C)(C)(C)OC(=O)N1CCC(CC1)C=O N-tertbutoxycarbonylpiperidine-4-carbaldehyde